C(=O)C1=NC(=C(C=C1CC(C(C)C)NC(OC(C)(C)C)=O)OCCCOC)OC Tert-butyl (1-(2-formyl-6-methoxy-5-(3-methoxypropoxy)pyridin-3-yl)-3-methylbutan-2-yl)carbamate